S1C2=C(C(=C1)C1=CC(=NN1)NC1=C(C=C(C=C1)NC(C)=O)C)C=CC=C2 N-(4-((5-(benzo[b]thiophen-3-yl)-1H-pyrazol-3-yl)amino)-3-methylphenyl)acetamide